C(C=CCCC)(=O)OCC(F)(F)F trifluoroethanol hexenoate